O1CNC(C1)C(=O)N oxazolidine-4-carboxamide